1,3-bis(trimethylsilyl)-1,3,5-triazinane C[Si](N1CN(CNC1)[Si](C)(C)C)(C)C